5-(((tert-butyldimethylsilyl)oxy)methyl)-2-chloro-4,6-dimethyl-pyrimidine [Si](C)(C)(C(C)(C)C)OCC=1C(=NC(=NC1C)Cl)C